5-(5-chloropyrimidin-2-yl)oxy-2-methyl-4-(4,4,4-trifluorobutyl)quinoline-3-carbonitrile ClC=1C=NC(=NC1)OC1=C2C(=C(C(=NC2=CC=C1)C)C#N)CCCC(F)(F)F